CSC1=CC=C(CNC(=O)[C@H]2NCCN(C2)C=2C3=C(N=CN2)NC(=C3)C3=CC=C(C=C3)C(F)(F)F)C=C1 (S)-N-(4-(methylthio)benzyl)-4-(6-(4-(trifluoromethyl)phenyl)-7H-pyrrolo[2,3-d]pyrimidin-4-yl)piperazine-2-carboxamide